1,1,1,3,3,3-hexafluoropropan-2-yl (±)-1-((5-methylpyrazin-2-yl)carbamoyl)-6-azaspiro[2.5]octane-6-carboxylate CC=1N=CC(=NC1)NC(=O)[C@@H]1CC12CCN(CC2)C(=O)OC(C(F)(F)F)C(F)(F)F |r|